eicosane-1,18-diol C(CCCCCCCCCCCCCCCCC(CC)O)O